COC1=C(OC2=CC(=C(C(=C2C1=O)OC)OC)OC)C1=CC(=C(C=C1)OC)OC 3,5,6,7,3',4'-Hexamethoxyflavone